5-(3-Cyanophenyl)-2-methyl-N-(3-(2-morpholinopropyl)-1,2,4-thiadiazol-5-yl)furan-3-carboxamide C(#N)C=1C=C(C=CC1)C1=CC(=C(O1)C)C(=O)NC1=NC(=NS1)CC(C)N1CCOCC1